1,4-dioxacycloheptadecane-5,17-dione O1CCOC(CCCCCCCCCCCC1=O)=O